[Si](C)(C)(C(C)(C)C)OC1(CC1)C1=C2N=CC=NC2=CC=C1 5-(1-((tert-butyldimethylsilyl)oxy)cyclopropyl)quinoxaline